F[B-](F)(F)F.C1(=CC=CC=C1)[S+](C1=CC=C(C=C1)SC1=CC=CC=C1)C1=CC=CC=C1 Diphenyl-4-(Phenylthio)phenylsulfonium tetrafluoroborate